2,5-dihydroxy-4-oxopent-2-enoate OC(C(=O)[O-])=CC(CO)=O